3-(8-amino-2-(2-(1-(2-cyanoethyl)-1H-pyrazol-4-yl)-6-fluorobenzyl)-[1,2,4]triazolo[1,5-a]pyrazin-6-yl)-2-fluorobenzonitrile NC=1C=2N(C=C(N1)C=1C(=C(C#N)C=CC1)F)N=C(N2)CC2=C(C=CC=C2F)C=2C=NN(C2)CCC#N